3-(3-chloropropoxy)propanoic acid ClCCCOCCC(=O)O